NC1NNN=N1 5-aminotetrazoleN